BrCCCCCCBr 1,6-dibromon-hexane